4-[2-(2-cyclopentylidenehydrazinyl)-4-thiazolyl]-benzonitrile, hydrobromide Br.C1(CCCC1)=NNC=1SC=C(N1)C1=CC=C(C#N)C=C1